3-((5-cyano-1H-pyrrolo[2,3-b]pyridin-4-yl)amino)-4-ethyl-N-(cyclopropylmethyl)pyrrolidine-1-carboxamide C(#N)C=1C(=C2C(=NC1)NC=C2)NC2CN(CC2CC)C(=O)NCC2CC2